ethyl (3,5,6,6-tetramethylheptyl) oxalate C(C(=O)OCCC(CC(C(C)(C)C)C)C)(=O)OCC